N-(spiro[chromane-2,1'-cyclopentan]-4-yl)-4-(trifluoromethoxy)benzene-sulfonamide C12(CCCC1)OC1=CC=CC=C1C(C2)NS(=O)(=O)C2=CC=C(C=C2)OC(F)(F)F